[Si](C)(C)(C(C)(C)C)OCC(CCO)CO[Si](C)(C)C(C)(C)C 4-[(tert-butyldimethylsilyl)oxy]-3-{[(tert-butyldimethylsilyl)oxy]methyl}butan-1-ol